tert-butyl (4-((2-methoxyethyl)amino)pyridin-2-yl)((2-((1-oxo-5-phenyl-2,7-naphthyridin-2(1H)-yl)methyl)imidazo[1,2-a]pyridin-6-yl)methyl)carbamate COCCNC1=CC(=NC=C1)N(C(OC(C)(C)C)=O)CC=1C=CC=2N(C1)C=C(N2)CN2C(C1=CN=CC(=C1C=C2)C2=CC=CC=C2)=O